tert-butyl (S)-(1-azido-23-((3-bromo-2,4,6-trimethylphenyl)amino)-19,23-dioxo-3,6,9,12,15-pentaoxa-18-azatricosan-20-yl)carbamate N(=[N+]=[N-])CCOCCOCCOCCOCCOCCNC([C@H](CCC(=O)NC1=C(C(=C(C=C1C)C)Br)C)NC(OC(C)(C)C)=O)=O